[Si](C)(C)(C(C)(C)C)OC[C@H](COC1=NN(C(=C1[N+](=O)[O-])C)C1CCC(CC1)OC)C 3-((S)-3-((tert-butyldimethylsilyl)oxy)-2-methylpropoxy)-1-((1r,4S)-4-meth-oxycyclohexyl)-5-methyl-4-nitro-1H-pyrazole